N-(5-cyclopropylpyridin-2-yl)-2-oxo-1-[2-(2,2,2-trifluoroethoxy)phenyl]-1,2-dihydropyridine-3-carboxamide C1(CC1)C=1C=CC(=NC1)NC(=O)C=1C(N(C=CC1)C1=C(C=CC=C1)OCC(F)(F)F)=O